FC1=C(C(=CC(=C1)OC)F)C1=C(C(N(N1C)C1=NC(=CC(=C1)OC)OCC(F)(F)F)=O)NC(C1=CC=C(C=C1)OC(F)F)=O N-(5-(2,6-Difluoro-4-methoxyphenyl)-2-(4-methoxy-6-(2,2,2-trifluoroethoxy)pyridin-2-yl)-1-methyl-3-oxo-2,3-dihydro-1H-pyrazol-4-yl)-4-(difluoromethoxy)benzamide